1-(7-cyclohexylpyrazolo[1,5-a]pyrimidin-6-yl)-3-[6-[5-[5-[4-[2-(2,6-dioxo-3-piperidyl)-1-oxo-isoindolin-5-yl]piperazin-1-yl]pentyl]-1,2,4-oxadiazol-3-yl]-5-methyl-3-pyridyl]urea C1(CCCCC1)C1=C(C=NC=2N1N=CC2)NC(=O)NC=2C=NC(=C(C2)C)C2=NOC(=N2)CCCCCN2CCN(CC2)C=2C=C1CN(C(C1=CC2)=O)C2C(NC(CC2)=O)=O